1-Phenylsulfonylcyclobutane-1-carboxylic acid C1(=CC=CC=C1)S(=O)(=O)C1(CCC1)C(=O)O